C(C)(C)(C)OC(=O)N[C@H](C(=O)O)CC1=CC=CC=2B(NCCC21)O (S)-2-((tert-butoxycarbonyl)amino)-3-(1-hydroxy-1,2,3,4-tetrahydrobenzo[c][1,2]azaborinin-5-yl)propanoic acid